tert-butyl (R)-(2-fluoropropyl)carbamate F[C@@H](CNC(OC(C)(C)C)=O)C